O(CC(C(CO)C)O)CC(C(CO)C)O 2'-(oxybis(methylene))bis(2-methylpropan-1,3-diol)